(E)-2-(5-bromo-1H-indol-3-yl)-N'-butylidenethiazole-4-carbohydrazide BrC=1C=C2C(=CNC2=CC1)C=1SC=C(N1)C(=O)N/N=C/CCC